2-hydroxyethyl-methyl-(2-methylallyl)sulfonium bromide [Br-].OCC[S+](CC(=C)C)C